Cl.BrC1=CNC(C2=C1N=C(N=C2NC2=CC=C(C=C2)OC2=CC=CC=C2)NC2CCN(CC2)C)=O 8-bromo-2-((1-methylpiperidin-4-yl)amino)-4-((4-phenoxyphenyl)amino)pyrido[4,3-d]pyrimidin-5(6H)-one hydrochloride